[C@@H]12NC[C@@H]([C@@H](C1)OC(=O)C=1C(=NOC1C1(CC1)F)C1=C(C=CC=C1Cl)Cl)C2 3-(2,6-dichlorophenyl)-5-(1-fluorocyclopropyl)-1,2-oxazole-4-carboxylic acid (1S,4S,5R)-2-azabicyclo[2.2.1]Heptan-5-yl ester